CN1N=C(C2=CC(=CC=C12)NC(C=C)=O)C#CC1=CC=C(C=C1)C(F)(F)F N-(1-Methyl-3-((4-(trifluoromethyl)phenyl)ethynyl)-1H-indazol-5-yl)acrylamide